4-(2-(3-(1-(4-methyl-4H-1,2,4-triazol-3-ylthio)ethyl)phenyl)-2H-1,2,3-triazol-4-yl)benzamide CN1C(=NN=C1)SC(C)C=1C=C(C=CC1)N1N=CC(=N1)C1=CC=C(C(=O)N)C=C1